C(#C)C=1SC=C(N1)NC(=O)N1CCN(CC1)C1=CC=C(C=C1)C=1C=2N(C=CC1)C=CN2 N-(2-Ethynylthiazol-4-yl)-4-(4-(imidazo[1,2-a]pyridin-8-yl)phenyl)piperazine-1-carboxamide